C(C)(C)(C)C1=CC(CC(C1)=CC1=CC=C(C=C1)SC)C(C)(C)C 2,6-di-tert-butyl-4-(4-methylthiobenzylidene)cyclohexen